N-(2-chloropyrimidin-5-yl)-6-((1-fluorocyclopropyl)methoxy-d2)isoquinolin-1-amine ClC1=NC=C(C=N1)NC1=NC=CC2=CC(=CC=C12)OC([2H])([2H])C1(CC1)F